tert-butyl (R)-piperidin-3-yl-carbamate N1C[C@@H](CCC1)NC(OC(C)(C)C)=O